CC1(OC2=C(C1)C=C(C(=C2)N2CCOCC2)NC(=O)C=2C=NN1C2N=CC(=C1)C(F)(F)F)C N-(2,2-dimethyl-6-morpholino-3H-benzofuran-5-yl)-6-(trifluoromethyl)pyrazolo[1,5-a]pyrimidine-3-carboxamide